COC([C@@H](N)CCC(=O)O)=O O-methyl-glutamic acid